Cl.COC(CC1CNCC1)=O 2-(pyrrolidin-3-yl)acetic acid methyl ester hydrochloride